(S)-2-((S)-4,4-difluoro-3-(hydroxymethyl)piperidin-1-yl)-N-(2,2-difluoro-[1,3]dioxolo[4',5':4,5]benzo[1,2-d]thiazol-6-yl)propanamide FC1([C@@H](CN(CC1)[C@H](C(=O)NC=1SC2=C(N1)C=C1C(=C2)OC(O1)(F)F)C)CO)F